6-methyl-3-azabicyclo[3.1.0]Hexane-3-carboxylic acid tert-butyl ester C(C)(C)(C)OC(=O)N1CC2C(C2C1)C